2-(2-ethylpyrazol-3-yl)-4H-oxazol-5-one C(C)N1N=CC=C1C=1OC(CN1)=O